C(C1=CC=CC=C1)OC(=O)[C@@H]1C[C@@H](CCC1)C(=O)O (1R,3S)-3-(benzyloxycarbonyl)cyclohexanecarboxylic acid